(E)-4-bromo-N-[4-(3-chloro-2-fluoro-anilino)-7-[2-[(1R,5S)-3-methyl-4-oxo-3-azabicyclo-[3.1.0]hexan-1-yl]ethynyl]quinazolin-6-yl]but-2-enamide BrC/C=C/C(=O)NC=1C=C2C(=NC=NC2=CC1C#C[C@@]12CN(C([C@H]2C1)=O)C)NC1=C(C(=CC=C1)Cl)F